ethyl 4-[[5-(tert-butoxycarbonylamino)-2-methyl-phenyl]carbamoyl]benzoate C(C)(C)(C)OC(=O)NC=1C=CC(=C(C1)NC(=O)C1=CC=C(C(=O)OCC)C=C1)C